3-(8-Amino-3-(5-(1,1-difluoro-2-hydroxypropan-2-yl)-2-methylphenyl)imidazo[1,2-a]pyrazin-6-yl)-4-fluorobenzamide NC=1C=2N(C=C(N1)C=1C=C(C(=O)N)C=CC1F)C(=CN2)C2=C(C=CC(=C2)C(C(F)F)(C)O)C